CN(N(C1=CC=CC=C1)C)C1=CC=CC=C1 dimethyl-diphenyl-hydrazine